3-Nitrophenyl-carbamic acid tert-butyl ester C(C)(C)(C)OC(NC1=CC(=CC=C1)[N+](=O)[O-])=O